C(N)(OCCC1=CC(=CC(=C1)C#C)CCOC(N)=O)=O ((5-ethynyl-1,3-phenylene) bis(ethane-2,1-diyl)) dicarbamate